adenosine methylphosphonate CP(O)(O)=O.[C@@H]1([C@H](O)[C@H](O)[C@@H](CO)O1)N1C=NC=2C(N)=NC=NC12